6-(4-chloro-2-methylphenoxy)-N-(1-methoxybutan-2-yl)-2,5-dimethylpyrimidin-4-amine ClC1=CC(=C(OC2=C(C(=NC(=N2)C)NC(COC)CC)C)C=C1)C